N-((2R,6S)-2,6-dimethyltetrahydro-2H-pyran-4-yl)-2-iodo-1-(2,2,2-trifluoroethyl)-1H-indol-4-amine C[C@H]1O[C@H](CC(C1)NC=1C=2C=C(N(C2C=CC1)CC(F)(F)F)I)C